m-(2-amino-6-{1-[(2-pyridyl)methyl]-1H-1,2,3-triazol-4-yl}-4-pyrimidinyl)benzonitrile NC1=NC(=CC(=N1)C=1C=C(C#N)C=CC1)C=1N=NN(C1)CC1=NC=CC=C1